C(C)(=O)C1=NN(C2=CC=C(C=C12)C=1C=NC(=NC1)OC)CC(=O)N1[C@@H](C[C@H](C1)F)C(=O)NC1=NC(=CC=C1C)Br (2S,4R)-1-(2-(3-acetyl-5-(2-methoxypyrimidin-5-yl)-1H-indazol-1-yl)acetyl)-N-(6-bromo-3-methylpyridin-2-yl)-4-fluoropyrrolidine-2-carboxamide